C(C)(C)N1CC(N(C2(CC(C2)C(=O)NC)C1=O)CC1=CC=C(C=C1)C(F)(F)F)=O (2r,4r)-8-isopropyl-N-methyl-6,9-dioxo-5-(4-(trifluoromethyl)benzyl)-5,8-diazaspiro[3.5]nonane-2-carboxamide